[(7S)-3-(3,5-Difluorophenyl)-2,7-dimethyl-5,7-dihydro-4H-pyrazolo[3,4-c]pyridin-6-yl]-[1-(6-hydroxy-3-pyridyl)-1,2,4-triazol-3-yl]methanone FC=1C=C(C=C(C1)F)C=1N(N=C2[C@@H](N(CCC21)C(=O)C2=NN(C=N2)C=2C=NC(=CC2)O)C)C